Ethyl (S)-2-(((S)-1-(8-(4-(methyl) piperazine-1-carbonyl) dibenzo[b,d]furan-3-yl)-2,2,2-trifluoroethyl) amino)-4-fluoro-4-methylpentanoate CN1CCN(CC1)C(=O)C=1C=CC2=C(C3=C(O2)C=C(C=C3)[C@@H](C(F)(F)F)N[C@H](C(=O)OCC)CC(C)(C)F)C1